C(C)(C)(C)OC(=O)N1CC(N(CC1)C1=C(N=NC(=C1)Cl)Cl)CBr 3-(bromomethyl)-4-(3,6-dichloropyridazin-4-yl)piperazine-1-carboxylic acid tert-butyl ester